glycine-d4 N(C(C(=O)O)([2H])[2H])([2H])[2H]